hexacyclo[6.6.1.13,6.110,13.02,7.09,14]heptadecene C12=C3C4CCC(C3C(C3C5CCC(C31)C5)C2)C4